4-(1-(4-fluorobenzyl)-1H-1,2,3-triazol-4-yl)-N-(2-hydroxyethyl)benzenesulfonamide FC1=CC=C(CN2N=NC(=C2)C2=CC=C(C=C2)S(=O)(=O)NCCO)C=C1